NC=1C(NC2=C(C(=CN=C2C1C1=C2C=NNC2=C(C=C1)F)CC1CC1)C)=O 3-Amino-7-(cyclopropylmethyl)-4-(7-fluoro-1H-indazol-4-yl)-8-methyl-1H-1,5-naphthyridin-2-one